1,2,4,5-cyclohexanetetraformyl chloride C1(C(CC(C(C1)C(=O)Cl)C(=O)Cl)C(=O)Cl)C(=O)Cl